CN1C(C(=CC2=NC=CC=C12)C#N)=O 1-methyl-2-oxo-1,2-dihydro-1,5-naphthyridine-3-carbonitrile